N1C(=CC=2C1=NC=CC2)C2=NNC1=CC=CC=C21 3-(1h-pyrrolo[2,3-b]pyridin-2-yl)-1h-indazole